C1(CCCCC1)[C@H]1[C@@H](C1)N |r| rac-(1R,2S)-2-cyclohexylcyclopropan-1-amine